C1(CC1)[C@]1(C(N(C[C@H]1C)C=1C=2N(N=CC1)C=C(C2)C=2C(=NN(C2)C)C)=O)C#N (3R,4S)-3-cyclopropyl-1-[6-(1,3-dimethylpyrazol-4-yl)pyrrolo[1,2-b]pyridazin-4-yl]-4-methyl-2-oxopyrrolidine-3-carbonitrile